COC1(OC[C@H](OC1(C)OC)[C@@H]([C@@H](C(=O)O)NC(=O)OCC1=CC=CC=2C3=CC=CC=C3CC12)C)C (2S,3R)-3-[(2R)-5,6-dimethoxy-5,6-dimethyl-1,4-dioxan-2-yl]-2-(fluorenylmethoxycarbonyl-amino)butyric acid